S1C=NC2=C1C=C(C=C2)\C=C\2/N=CNC2=O (4Z)-4-(1,3-benzothiazol-6-ylmethylene)-5-oxo-1H-imidazol